sodium 1-sulfomethyl-5-mercaptotetrazole S(=O)(=O)(O)CN1N=NN=C1S.[Na]